N1=C(N=CC=C1)C=1C=CC(=NC1)CC=1OC=C(N1)C(=O)O 2-((5-(pyrimidin-2-yl)pyridin-2-yl)methyl)oxazole-4-carboxylic acid